3-(4-(6-fluoropyridin-3-yl)-1H-pyrazol-1-yl)pyrazolo[1,5-a]pyrimidine FC1=CC=C(C=N1)C=1C=NN(C1)C=1C=NN2C1N=CC=C2